NC1(CC1)C(COC)=O 1-(1-aminocyclopropyl)-2-methoxy-ethanone